2-vinyl-1,3-dioxan C(=C)C1OCCCO1